6-(2,6-dichlorophenyl)-8-methyl-2-{[4-(piperidin-4-ylamino)phenyl]amino}pyrido[2,3-d]pyrimidin-5(8H)-one ClC1=C(C(=CC=C1)Cl)C=1C(C2=C(N=C(N=C2)NC2=CC=C(C=C2)NC2CCNCC2)N(C1)C)=O